2-(2-ethyl-2H-indazol-7-yl)-2-(3-((5-(5,6,7,8-tetrahydro-1,8-naphthyridin-2-yl)pentyl)oxy)azetidin-1-yl)acetic acid C(C)N1N=C2C(=CC=CC2=C1)C(C(=O)O)N1CC(C1)OCCCCCC1=NC=2NCCCC2C=C1